BrC1=CC=C(C=N1)C(=O)NCCC=1C=NC=CC1 6-bromo-N-[2-(3-pyridyl)ethyl]pyridine-3-carboxamide